ethyl 4-{3-[(4-amino-1-methylpyrrol-2-yl)formamido]propanamido}-1-methylimidazole-2-carboxylate NC=1C=C(N(C1)C)C(=O)NCCC(=O)NC=1N=C(N(C1)C)C(=O)OCC